(R)-2-((1-(2-(1,1-difluoro-5-azaspiro[2.3]hexan-5-yl)-3,7-dimethyl-4-oxo-4H-pyrido[1,2-a]pyrimidin-9-yl)ethyl)amino)benzoic acid FC1(CC12CN(C2)C=2N=C1N(C(C2C)=O)C=C(C=C1[C@@H](C)NC1=C(C(=O)O)C=CC=C1)C)F